4,4,4',4',5,5,5',5'-octamethyl-2,2'-BI-1,3,2-dioxaborolane CC1(OB(OC1(C)C)B1OC(C(O1)(C)C)(C)C)C